nonyl 8-[3-[2-[2-[2-(2-azidoethoxy)ethoxy]ethoxy]ethoxy]-2-(8-nonoxy-8-oxo-octoxy)propoxy]octanoate N(=[N+]=[N-])CCOCCOCCOCCOCC(COCCCCCCCC(=O)OCCCCCCCCC)OCCCCCCCC(=O)OCCCCCCCCC